Methyl 6-bromo-3-(((3-((tert-Butoxycarbonyl)amino)phenyl)amino)methyl)-2-fluorobenzoate BrC1=CC=C(C(=C1C(=O)OC)F)CNC1=CC(=CC=C1)NC(=O)OC(C)(C)C